FC1CN(CC1)S(=O)(=O)NC(O)=O ((3-fluoropyrrolidin-1-yl)sulfonyl)carbamic acid